2-((5-(4-ethylphenyl)-4H-1,2,4-triazol-3-yl)thio)-1-(3-fluorophenyl)propan-1-on C(C)C1=CC=C(C=C1)C=1NC(=NN1)SC(C(=O)C1=CC(=CC=C1)F)C